tert-butyl (2'S,4R)-2-(difluoroethyl)-2'-methyl-spiro[6,7-dihydrothieno[3,2-C]pyran-4,4'-piperidine]-1'-carboxylate FC(CC1=CC2=C(CCO[C@]23C[C@@H](N(CC3)C(=O)OC(C)(C)C)C)S1)F